NC1=C(C=C2C(=NN(C2=C1)C)C1C(NC(CC1)=O)=O)OC 3-(6-amino-5-methoxy-1-methyl-indazol-3-yl)piperidine-2,6-dione